CC1=C2C=CC=NC2=C(C=C1)O.CC1=C2C=CC=NC2=C(C=C1)O.CC1=C2C=CC=NC2=C(C=C1)O.[Al] aluminum tris(5-methyl-8-hydroxyquinoline)